2-(trifluoromethyl)pyridine 1-oxide FC(C1=[N+](C=CC=C1)[O-])(F)F